Cl.FC1(CC(C1)CN)F (3,3-difluorocyclobutyl)methylamine hydrochloride